6-[[3-(2,2-difluoroethoxy)-5-fluoro-2-pyridyl]oxy]-N-[3-methoxy-3-(trifluoromethyl)cyclobutyl]-3-methyl-imidazo[1,2-a]pyridine-2-carboxamide FC(COC=1C(=NC=C(C1)F)OC=1C=CC=2N(C1)C(=C(N2)C(=O)NC2CC(C2)(C(F)(F)F)OC)C)F